6-benzyl-1,3-bis(4-chlorophenyl)-5-hydroxy-8-methylpyrido[2,3-d]pyrimidine-2,4,7(1H,3H,8H)-trione C(C1=CC=CC=C1)C1=C(C2=C(N(C(N(C2=O)C2=CC=C(C=C2)Cl)=O)C2=CC=C(C=C2)Cl)N(C1=O)C)O